4-[(1R)-1-aminoethyl]-N-pyridin-4-ylcyclohexane-1-carboxamide N[C@H](C)C1CCC(CC1)C(=O)NC1=CC=NC=C1